(2S)-3-[3-(4-Benzyltriazol-1-yl)phenyl]-2-[(3R)-1-t-Butoxycarbonylpyrrolidin-3-yl]propionic acid C(C1=CC=CC=C1)C=1N=NN(C1)C=1C=C(C=CC1)C[C@H](C(=O)O)[C@@H]1CN(CC1)C(=O)OC(C)(C)C